Benzyl 3-chloro-5-fluoro-6-(2-methoxy-4-(trifluoromethyl) phenyl)picolinate ClC=1C(=NC(=C(C1)F)C1=C(C=C(C=C1)C(F)(F)F)OC)C(=O)OCC1=CC=CC=C1